OC1=C(C=CC(=C1)C(F)(F)F)C1=C2C(=C(N=N1)N[C@@H]1[C@H]([C@H](CCC1)O)O)C=NC=C2 (1S,2R,3S)-3-((1-(2-hydroxy-4-(trifluoromethyl)phenyl)pyrido[3,4-d]pyridazin-4-yl)amino)cyclohexane-1,2-diol